C1=CC=C2C=CC=C3CC=4C=CC=CC4C1=C23 7H-Benz[de]anthracen